Icosanedioic acid mono-tert-butyl ester C(C)(C)(C)OC(CCCCCCCCCCCCCCCCCCC(=O)O)=O